FC1(CC(C1)F)C1=CC(=NC=C1)N1N=CC(=C1)S(=O)(=O)NC=1C(=CC=C2C=NN(C12)C)OC 1-(4-(1,3-DIFLUOROCYCLOBUTYL)PYRIDIN-2-YL)-N-(6-METHOXY-1-METHYL-1H-INDAZOL-7-YL)-1H-PYRAZOLE-4-SULFONAMIDE